ethyl 2-(6-(3-(difluoromethyl)-4-fluorophenyl)-3-methyl-1H-pyrazolo[4,3-b]pyridin-1-yl)acetate FC(C=1C=C(C=CC1F)C=1C=C2C(=NC1)C(=NN2CC(=O)OCC)C)F